5-[2-(6-chloro-imidazo[1,2-a]pyridin-3-yl)-pyrimidin-4-yl]-5-aza-spiro[2.5]octane-1-carboxylic acid ClC=1C=CC=2N(C1)C(=CN2)C2=NC=CC(=N2)N2CC1(CC1C(=O)O)CCC2